CC1=NC=CC=C1N1N=C(C(=C1)[N+](=O)[O-])OCCCO 3-((1-(2-methylpyridin-3-yl)-4-nitro-1H-pyrazol-3-yl)oxy)propan-1-ol